BrC#CC1=CC=2C3(C4=CC(=CC=C4C2C=C1)C#CBr)C1=CC(=CC=C1C=1C=CC(=CC13)C#CBr)C#CBr 2,2',7,7'-tetrakis(bromoethynyl)-9,9'-spirobifluorene